C(C)(C)(C)OC(=O)N1CCC(CC1)N(S(=O)(=O)C)C1=NC2=CC(=NC=C2C=C1)Cl 4-[N-(7-chloro-1,6-naphthyridin-2-yl)methanesulfonamido]piperidine-1-carboxylic acid tert-butyl ester